(4,5-difluoro-2-methoxyphenyl)methylamine FC1=CC(=C(C=C1F)CN)OC